C(C)(C)(C)N[SiH2]NC(C)(C)C bis(tert-butylamino)silane